(7S)-7-methoxy-5-oxa-2-azaspiro[3.4]octane trifluoroacetate FC(C(=O)O)(F)F.CO[C@@H]1COC2(CNC2)C1